C1(=CC=CC=C1)CC 1-phenyl-ethane